1-(3-Chlorophenyl)-4-((2-chloropyridin-4-yl)ethynyl)-5-methyl-1H-imidazole-2-carboxamide ClC=1C=C(C=CC1)N1C(=NC(=C1C)C#CC1=CC(=NC=C1)Cl)C(=O)N